3-(1-oxo-5-((2-phenoxycyclohexyl)oxy)isoindolin-2-yl)piperidine-2,6-dione O=C1N(CC2=CC(=CC=C12)OC1C(CCCC1)OC1=CC=CC=C1)C1C(NC(CC1)=O)=O